tert-butyl-5-[2-chloro-6-cyano-4-[1-methyl-1-[4-[(2-methylsulfanylpyrimidin-4-yl)methoxy]phenyl]ethyl]phenoxy]pentanoate C(C)(C)(C)OC(CCCCOC1=C(C=C(C=C1C#N)C(C)(C1=CC=C(C=C1)OCC1=NC(=NC=C1)SC)C)Cl)=O